FC1=C(OC2=C(C=C(C(=O)NCCN(C)C)C=C2)C=2C3=C(C(N(C2)C)=O)NC=C3)C=CC(=C1)F 4-(2,4-difluorophenoxy)-N-[2-(dimethylamino)ethyl]-3-(6-methyl-7-oxo-6,7-dihydro-1H-pyrrolo[2,3-c]pyridin-4-yl)benzamide